N-(1H-pyrazol-3-yl)-acetamide N1N=C(C=C1)NC(C)=O